N-((S)-1-(((S)-1-amino-1-oxo-3-((S)-2-oxopiperidin-3-yl)propan-2-yl)amino)-4,4-dimethyl-1-oxopentan-2-yl)-7-chloro-4-methoxy-1H-indole-2-carboxamide NC([C@H](C[C@H]1C(NCCC1)=O)NC([C@H](CC(C)(C)C)NC(=O)C=1NC2=C(C=CC(=C2C1)OC)Cl)=O)=O